OC(=CC1=CC=CC=C1)O dihydroxystyrene